copper (P)-sulfate S(=O)(=O)([O-])[O-].[Cu+2]